FC1CCCC2=CC=CC=C12 fluoro-1,2,3,4-tetrahydronaphthalen